CC1(CCN(CC1)C(=O)NC1=C(C=CC=C1)N1CCN(CC1)C(C)C)C1=NOC(=N1)C 4-methyl-4-(5-methyl-1,2,4-oxadiazol-3-yl)-N-{2-[4-(propan-2-yl)piperazin-1-yl]phenyl}piperidine-1-carboxamide